3-(6-fluoropyridin-3-yl)-2-(4-(4-methyl-4H-1,2,4-triazol-3-yl)piperidin-1-yl)-6-(1H-pyrazol-3-yl)benzonitrile FC1=CC=C(C=N1)C=1C(=C(C#N)C(=CC1)C1=NNC=C1)N1CCC(CC1)C1=NN=CN1C